4,4'-isopropylidenebis(2-tert-butyl-phenol) C(C)(C)(C1=CC(=C(C=C1)O)C(C)(C)C)C1=CC(=C(C=C1)O)C(C)(C)C